3,3'-((3-(1H-imidazol-1-yl)propyl)azanediyl)bis(propan-1-ol) N1(C=NC=C1)CCCN(CCCO)CCCO